CC1=C(CC2NC(=NOC2)C2=CC(=NC=C2OC2=C(C(=CC=C2)C)F)C)C=C(C=C1)C 5-(2,5-dimethylbenzyl)-3-[5-(2-fluoro-3-methylphenoxy)-2-methylpyridin-4-yl]-5,6-dihydro-4H-1,2,4-oxadiazine